ClC=1C=CC(=C(C1)B(O)O)CNC(=O)[C@H]1N(C[C@@H](C1)O)C(C(C(C)C)C1=CC(=NO1)C)=O (5-chloro-2-(((2S,4R)-4-hydroxy-1-(3-methyl-2-(3-methylisoxazol-5-yl)butanoyl)pyrrolidine-2-carboxamido)methyl)phenyl)boronic acid